C(C)OC([C@@H](NC(C)CC(C1C(C=CCC1(C)C)C)=O)CSC(C)CC(=O)C1C(C=CCC1(C)C)C)=O.BrC=1C=C(C=CC1)NNC(C(C)C)=O N'-(3-bromophenyl)isobutyrylhydrazine ethyl-N,S-bis(4-oxo-4-(2,6,6-trimethylcyclohex-3-en-1-yl)butan-2-yl)cysteinate